NC=1C2=C(N=CN1)N(C(=C2C2=CC=C(C=C2)OC2=CC=CC=C2)C#CC2CC1(CN(C1)C(\C=C\CN(C)C)=O)C2)C (E)-1-(6-((4-amino-7-methyl-5-(4-phenoxyphenyl)-7H-pyrrolo[2,3-d]pyrimidin-6-yl)ethynyl)-2-azaspiro[3.3]heptan-2-yl)-4-(dimethylamino)but-2-en-1-one